2-(3-azidopropyl)-4,4,5,5-tetramethyl-1,3,2-dioxaborolane N(=[N+]=[N-])CCCB1OC(C(O1)(C)C)(C)C